(methoxyphenyl)thiourea COC1=C(C=CC=C1)NC(=S)N